N-(tert-butyl)-2-(methylamino)acetamide hydrochloride CC(C)(C)NC(=O)CNC.Cl